N[C@H]1C[C@H](N(CC1)C(=O)N1CC2(CCCC2)C(CC1)CN1C=NC=CC1=O)C1=CC=CC=C1 3-((7-((2s,4r)-4-amino-2-phenylpiperidine-1-carbonyl)-7-azaspiro[4.5]dec-10-yl)methyl)pyrimidin-4(3H)-one